F[B-](F)(F)F.C(C)OC(C(C)[S+](C1=CC2=CC=CC=C2C=C1)C)=O (2-ethoxy-1-methyl-2-oxoethyl)methyl-2-naphthalenylsulfonium tetrafluoroborate